NC1=NN(C=2CN(CCC21)C(=O)OC)C(=O)C2CCNC1=CC=CC=C21 methyl 3-amino-1-(1,2,3,4-tetrahydroquinoline-4-carbonyl)-4,5-dihydro-1H-pyrazolo[3,4-c]pyridine-6(7H)-carboxylate